FC(C=1N=CC=NC1)(F)F 5-(trifluoromethyl)pyrazin